calcium para-chlorom-xylenol ClC1=C(CC(C=C1)(C)O)C.[Ca]